n-propoxy-m-xylene C(CC)OC1=C(C=CC=C1C)C